tert-butyl (2R,4R)-2-methyl-4-(5-(3-(trifluoromethyl)-phenyl)oxazole-2-carboxamido)pyrrolidine-1-carboxylate C[C@H]1N(C[C@@H](C1)NC(=O)C=1OC(=CN1)C1=CC(=CC=C1)C(F)(F)F)C(=O)OC(C)(C)C